1-[(2S,4R)-4-hydroxy-2-[4-[4-(4-pyridyl)piperidine-1-carbonyl]-1H-imidazol-2-yl]pyrrolidin-1-yl]-2-(3-methoxyisoxazol-5-yl)-3-methyl-butan-1-one O[C@@H]1C[C@H](N(C1)C(C(C(C)C)C1=CC(=NO1)OC)=O)C=1NC=C(N1)C(=O)N1CCC(CC1)C1=CC=NC=C1